C(CCCCCCCCCCCCCCCCC)(=O)OC[C@@H](O)COP(=O)([O-])OCC[N+](C)(C)C 1-octadecanoyl-sn-glycero-3-phosphocholine